6-(2-{4-[2-(4,4-difluoropiperidin-1-yl)-6-methylpyridin-4-yl]-1H-imidazol-1-yl}-5-nitrophenyl)-6-azaspiro[2.5]octane FC1(CCN(CC1)C1=NC(=CC(=C1)C=1N=CN(C1)C1=C(C=C(C=C1)[N+](=O)[O-])N1CCC2(CC2)CC1)C)F